tert-butyl 4-(((5-fluoro-4-oxo-2-(((tetrahydro-2H-pyran-4-yl) thio) methyl)-3,4-dihydroquinazolin-7-yl) oxy) methyl)-[1,4'-bipiperidine]-1'-carboxylate FC1=C2C(NC(=NC2=CC(=C1)OCC1CCN(CC1)C1CCN(CC1)C(=O)OC(C)(C)C)CSC1CCOCC1)=O